(3R,12aS)-9-fluoro-3-[4-(5-fluoropyridin-2-yl)-1,3-thiazol-2-yl]-1,3,4,11,12,12a-hexahydropyrido[1,2-b][2]benzazepin-6(2H)-one FC=1C=CC2=C(CC[C@H]3N(C2=O)C[C@@H](CC3)C=3SC=C(N3)C3=NC=C(C=C3)F)C1